C(C1=CC=CC=C1)N1C(C=CC(=C1)C1=NC(=NC(=C1)C(F)(F)F)SC)=O 1-benzyl-5-(2-(methylthio)-6-(trifluoromethyl)pyrimidin-4-yl)pyridin-2(1H)-one